C(#N)C=1C=C(C=CC1)N1CCNCC1 1-(3-cyanophenyl)piperazine